1,7-bis(4-aminophenyl)tetradecylheptane NC1=CC=C(C=C1)C(CCCCCC(CCCCCCC)C1=CC=C(C=C1)N)CCCCCCC